NC1=NC=NN2C1=C(C=C2[C@@H]2CC[C@@H](CC2)C#N)C2=C(C=C(C=C2)C2=C(C(N(C=C2)C2=CC=CC=C2)=O)C(=O)N)F {4-[4-Amino-7-(cis-4-cyanocyclohexyl)pyrrolo[2,1-f][1,2,4]triazin-5-yl]-3-fluorophenyl}-2-oxo-1-phenyl-1,2-dihydropyridine-3-carboxamide